F[C@H]1CN(CC[C@H]1OC([2H])([2H])[2H])C1=NC=CC(=N1)NC=1N=CC2=CC(=CC(=C2C1)C(C)C)N1CCN(CC1)C N-(2-((3S,4R)-3-fluoro-4-(methoxy-d3)piperidin-1-yl)pyrimidin-4-yl)-5-isopropyl-7-(4-methylpiperazin-1-yl)isoquinolin-3-amine